O=C1NCCN2C=C3C(C=CC=C3C=3C=CC=C(O[C@@H]4CN([C@H](C(NCC1)=O)C4)C(=O)OC(C)(C)C)C3)=N2 tert-butyl (18S,21S)-13,17-dioxo-22-oxa-9,12,16,19,29-pentazapentacyclo[21.3.1.16,9.118,21.02,7]nonacosa-1(27),2,4,6(29),7,23,25-heptaene-19-carboxylate